(4-bromobenzyl)malonic acid BrC1=CC=C(CC(C(=O)O)C(=O)O)C=C1